3-(4-((4-(((hexahydro-2,5-methanopentalen-3a(1H)-yl)amino)methyl)benzyl)thio)-1-oxoisoindolin-2-yl)piperidine-2,6-dione C1C2CC3(CC(CC13)C2)NCC2=CC=C(CSC1=C3CN(C(C3=CC=C1)=O)C1C(NC(CC1)=O)=O)C=C2